6-(1-(4-(trifluoromethyl)phenyl)-1H-1,2,3-triazol-4-yl)(3-pyridinyl)methanone FC(C1=CC=C(C=C1)N1N=NC(=C1)C1=CC=C(C=N1)C=O)(F)F